2-[4-[4-[(2,6-dioxo-3-piperidyl)amino]-2-fluoro-phenyl]-3,3-difluoro-1-piperidyl]acetic acid O=C1NC(CCC1NC1=CC(=C(C=C1)C1C(CN(CC1)CC(=O)O)(F)F)F)=O